silver monohydrogen citrate salt C(CC(O)(C(=O)[O-])CC(=O)[O-])(=O)O.[Ag+2]